tert-Butyl bis(2-oxoethyl)carbamate O=CCN(C(OC(C)(C)C)=O)CC=O